(rac)-(2s,4s)-2-(1-(3-(trifluoromethoxy)phenyl)-3-azabicyclo[3.1.0]hexane-3-carbonyl)-7-oxa-5-azaspiro[3.4]octan-6-one FC(OC=1C=C(C=CC1)C12CN(CC2C1)C(=O)C1CC2(C1)NC(OC2)=O)(F)F